C1(=CC=CC=C1)C=1C=C2C(CCNC2=CC1)C(=O)O 6-Phenyl-1,2,3,4-tetrahydroquinoline-4-carboxylic acid